N-(2,2-dimethylbutyl)benzene-1,3-diamine CC(CNC1=CC(=CC=C1)N)(CC)C